CC1=CC=C(C=N1)C=1NC(C2=C(N1)NN=C2)=O 6-(6-methylpyridin-3-yl)-1H-pyrazolo[3,4-d]pyrimidin-4(5H)-one